C(C)(C)(C)[Si](OCC1(CC(=CC=C1F)O)F)(C)C 3-[[tert-butyl-(dimethyl)silyl]oxymethyl]-3,4-difluoro-phenol